N1C=C(C2=CC=CC=C12)C[C@@H]1N(C[C@@H](NC[C@@H](N(C[C@@H](N(C1)CC(=O)O)CC1=CNC2=CC=CC=C12)CC(=O)O)CC1=CNC2=CC=CC=C12)CC1=CNC2=CC=CC=C12)CC(=O)O 2,2',2''-((2S,5S,8S,11S)-2,5,8,11-tetrakis((1H-indol-3-yl)methyl)-1,4,7,10-tetraazacyclododecane-1,4,7-triyl)triacetic acid